(S)-4-(4-methoxy-3-(pyrimidin-2-yl)phenoxy)-5-nitro-2,3-dihydro-1H-indene COC1=C(C=C(OC2=C3CCCC3=CC=C2[N+](=O)[O-])C=C1)C1=NC=CC=N1